NC1=CC=C(C=C1)C=1C(=C(C=CC1NC1=CC=CC=C1)C1=CC=C(C=C1)NC1=CC=CC=C1)C1=CC=C(C=C1)N bis(4-aminophenyl)-N,N'-diphenylbiphenyl-4,4'-diamine